OCCOCNC(CNC(OCC1C2=CC=CC=C2C=2C=CC=CC12)=O)=O (9H-fluoren-9-yl)methyl (2-(((2-hydroxyethoxy)methyl)amino)-2-oxoethyl)carbamate